(S)-5-(3H-[1,2,3]Triazolo[4,5-b]pyridin-5-yl)-N-(4-(1-cyclopropoxyethyl)phenyl)-2-fluorobenzamide N1=NNC2=NC(=CC=C21)C=2C=CC(=C(C(=O)NC1=CC=C(C=C1)[C@H](C)OC1CC1)C2)F